N1NCCC12CCCCCC2 diazaspiro[4.6]undecane